ethan-1-ol benzenesulfonate salt C1(=CC=CC=C1)S(=O)(=O)O.C(C)O